6-hexyl-1-indanone C(CCCCC)C1=CC=C2CCC(C2=C1)=O